(R)-N-((7-(1,2-dihydroxyethyl)-4-(4-(trifluoromethyl)phenyl)benzo[d]oxazol-6-yl)methyl)acrylamide methyl-5-(4-fluorophenyl)pyrrolidin-2-carboxylate COC(=O)C1NC(CC1)C1=CC=C(C=C1)F.O[C@@H](CO)C1=C(C=C(C=2N=COC21)C2=CC=C(C=C2)C(F)(F)F)CNC(C=C)=O